CC1=CC=2N(C=C1NC1=NC3=C4N(C(N(C4=N1)C1CCCC1)=O)CCC3)N=CN2 2-((7-Methyl-[1,2,4]triazolo[1,5-a]pyridin-6-yl)amino)-4-cyclopentyl-8,9-dihydro-7H-pyrido[1,2,3-gh]purin-5(4H)-one